(ethylenediaminetetraacetic acid) carbon [C].C(CN(CC(=O)O)CC(=O)O)N(CC(=O)O)CC(=O)O